ClC1=NC=2CCC3(COCOC3)C(C2C=C1)=O 2-chloro-7,8-dihydro-5H-spiro[quinoline-6,5'-[1,3]dioxan]-5-one